2-(3-chloro-4-fluorophenyl)-6-fluoro-quinoline-4-ethanone ClC=1C=C(C=CC1F)C1=NC2=CC=C(C=C2C(=C1)CC=O)F